BrC=1C=NC=CC1CNC (3-bromo-4-pyridyl)methyl-methyl-amine